N-[(2-amino-3-fluoroquinolin-7-yl)methyl]-N-(4-fluoro-2-methanesulfonylphenyl)-1-(2,2,2-trifluoroethyl)-1H-pyrazole-4-carboxamide NC1=NC2=CC(=CC=C2C=C1F)CN(C(=O)C=1C=NN(C1)CC(F)(F)F)C1=C(C=C(C=C1)F)S(=O)(=O)C